FC(C1=CC=C(C=C1)/C=C/C(=O)O)(F)F (2E)-3-[4-(trifluoromethyl)phenyl]prop-2-enoic acid